ClC(C1(CC(=CC=C1)C)C)C1(CC(=CC=C1)C)C chlorobis(1,3-dimethylphenyl)methane